4-(((S)-1-(2-chloro-3-fluorophenyl)ethyl)amino)-2-fluoro-N-((R,E)-4-(methylsulfonyl)but-3-en-2-yl)benzamide ClC1=C(C=CC=C1F)[C@H](C)NC1=CC(=C(C(=O)N[C@H](C)\C=C\S(=O)(=O)C)C=C1)F